BrC=1C=NN(C1CC)C1CCN(CC1)C(=O)OC(C)(C)C tert-butyl 4-(4-bromo-5-ethyl-1H-pyrazol-1-yl)piperidine-1-carboxylate